[Si](C)(C)(C(C)(C)C)OC1=CC(=C(C=C1)N1CN(C2=CC=C(C=C2C1=O)C(F)(F)F)C1=C(C=C(C=C1)F)C)C 3-(4-((tert-butyldimethylsilyl)oxy)-2-methylphenyl)-1-(4-fluoro-2-methylphenyl)-6-(trifluoromethyl)-2,3-dihydroquinazolin-4(1H)-one